FC(C1=C(C=C2CCCN(C2=C1)C=1C=CC2=C(N(C(O2)=O)C)C1)C=1C=NN(C1)C)F 5-[7-(difluoromethyl)-6-(1-methylpyrazol-4-yl)-3,4-dihydro-2H-quinolin-1-yl]-3-methyl-1,3-benzoxazol-2-one